(R)-2-((1-(3-cyano-2-(4-(4-cyano-2-methylphenyl)piperazin-1-yl)-7-methyl-4-oxo-4H-pyrido[1,2-a]pyrimidin-9-yl)ethyl)amino)benzoic acid C(#N)C1=C(N=C2N(C1=O)C=C(C=C2[C@@H](C)NC2=C(C(=O)O)C=CC=C2)C)N2CCN(CC2)C2=C(C=C(C=C2)C#N)C